OCOP(=O)(O)C(C(C(=O)O)=C=O)C (hydroxymethylphosphono)-2-carbonylbutyric acid